C(C=C)(=O)N1C[C@H](CC1)N1N=C(C(=C1NCC(F)(F)F)C(=O)N)C#CC1=CC(=CC(=C1)OC)OC (S)-1-(1-acryloylpyrrolidin-3-yl)-3-((3,5-dimethoxyphenyl)ethynyl)-5-((2,2,2-trifluoroethyl)amino)-1H-pyrazole-4-carboxamide